ClC1=NC(=CC(=C1C=O)[N-]C(C(C)(C)C)=O)Cl N-(2,6-dichloro-3-formylpyridin-4-yl)pivaloyl-amide